COC(=O)[C@@H]1C[C@H](CCC1)OC=1C(=NC(=CC1)C=1N=NN(C1CN1N=NC(=C1)CC1CC1)C)C1CC1 (1S,3S)-methyl-3-((2-cyclopropyl-6-(5-((4-(cyclopropylmethyl)-1H-1,2,3-triazol-1-yl)methyl)-1-methyl-1H-1,2,3-triazol-4-yl)pyridin-3-yl)oxy)cyclohexanecarboxylate